C(C)OC1=CC=C(CC2N(CCN(CCN(CCN(C2)CC(=O)O)CC(=O)O)CC(=O)O)CC(=O)O)C=C1 2,2',2'',2'''-[2-(4-ethoxybenzyl)-1,4,7,10-tetraazacyclododecane-1,4,7,10-tetrayl]tetraacetic acid